(1,4)benzooxazine O1CC=NC2=C1C=CC=C2